C(C1=CC=CC=C1)OC(=O)NCC[B-](F)(F)F.[K+] potassium (2-(((benzyloxy)carbonyl)amino)ethyl)trifluoroborate